C1(=CC=CC=C1)N(C1=CC=C(C=C1)C=1C=C2C(C(=C(OC2=CC1)C=1OC=CC1)O)=O)C1=CC=CC=C1 6-(4-(diphenylamino)phenyl)-2-(furan-2-yl)-3-hydroxychromone